NC1=NC(=NN1C1=NC=NC2=CC(=C(C=C12)OC)O)NC1=CC=C(C=C1)C1CCN(CC1)C 4-(5-amino-3-(4-(1-methylpiperidin-4-yl)phenylamino)-1H-1,2,4-triazol-1-yl)-6-methoxyquinazolin-7-ol